COC(=O)C1(CCC2(C(=CC3=CC=4OCOC4C=C23)Br)CC1)NC1=CC(=CC=C1)Cl (1s,4s)-6'-bromo-4-(3-chloroanilino)-2'h-spiro[cyclohexane-1,5'-indeno[5,6-d][1,3]dioxole]-4-carboxylic acid methyl ester